norvalyl-L-tyrosine N[C@@H](CCC)C(=O)N[C@@H](CC1=CC=C(C=C1)O)C(=O)O